O1COC2=C1C=CC(=C2)[C@H](C)NC(=O)C=2C(N(N=C(C2)C2=CC=C(C=C2)Cl)C=2C=NN(C2)C)=O (S)-N-(1-(benzo[d][1,3]dioxol-5-yl)ethyl)-6-(4-chlorophenyl)-2-(1-methyl-1H-pyrazol-4-yl)-3-oxo-2,3-dihydropyridazine-4-carboxamide